ClC=1C(=C(NC2=C(NC3=C2C(NCC3)=O)C3=C(C=NC=C3)OCC3(OCC3)C)C=CC1)C 3-(3-chloro-2-methylanilino)-2-(3-{[2-methyloxetan-2-yl]methoxy}pyridin-4-yl)-1,5,6,7-tetrahydro-4H-pyrrolo[3,2-c]pyridin-4-one